tert-butyl 3-[4-(3-chloro-2-fluoro-anilino)quinazolin-6-yl]imidazolidine-1-carboxylate ClC=1C(=C(NC2=NC=NC3=CC=C(C=C23)N2CN(CC2)C(=O)OC(C)(C)C)C=CC1)F